methyl 3-(3-chloropyridin-2-yl)-4-cyclopropyl-1,2-thiazole-5-carboxylate ClC=1C(=NC=CC1)C1=NSC(=C1C1CC1)C(=O)OC